O=S1(CCN(CC1)C(=O)C1=CC=C(C=C1)C1=NC=C2N1C=C(N=C2)C2=CC=CC=C2)=O (1,1-Dioxidothiomorpholino)(4-(6-phenylimidazo[1,5-a]pyrazin-3-yl)phenyl)methanone